B(F)(F)F.[Al] aluminum-boron trifluoride